3-(difluoromethyl)-1-methylpyrrolidin-2-one FC(C1C(N(CC1)C)=O)F